C(=O)C1CCN(CC1)C(/C=C/C1=CC=C(C(=O)OC)C=C1)=O Methyl (E)-4-(3-(4-formylpiperidin-1-yl)-3-oxoprop-1-en-1-yl)benzoate